7-(3-(1,5-dimethyl-1H-imidazol-2-yl)-7,8-dihydro-1,6-naphthyridin-6(5H)-yl)-8-methyl-4H-pyrimido[1,2-b]pyridazin-4-one CN1C(=NC=C1C)C=1C=NC=2CCN(CC2C1)C=1C(=CC=2N(N1)C(C=CN2)=O)C